CHINOLINO-PYRROLIDIN-2-ONE N1C(CC2=C1C=C1C=CC=CC1=N2)=O